tert-butyl N-[1-[[(4-bromo-1-methyl-pyrazolo[3,4-b]pyridin-6-yl)amino]methyl]cyclopropyl]carbamate BrC1=C2C(=NC(=C1)NCC1(CC1)NC(OC(C)(C)C)=O)N(N=C2)C